FC1=CC(=C(C=C1)O)[C@H](C)NC=1C=CC=2N(N1)C(=CN2)C=2N=NN(C2)CCO (S)-4-fluoro-2-(1-((3-(1-(2-hydroxyethyl)-1H-1,2,3-triazol-4-yl)imidazo[1,2-b]pyridazin-6-yl)amino)ethyl)phenol